2-[acetyl-(2-fluorobenzyl)amino]-6-hydroxy-1-benzothiophene-3-carboxylic acid C(C)(=O)N(C=1SC2=C(C1C(=O)O)C=CC(=C2)O)CC2=C(C=CC=C2)F